ethyl 6-(4-(5-fluoro-2-(pyrazin-2-yl)pyridin-3-yl)-4-hydroxypiperidin-1-yl)-2-azaspiro[3.4]octane-2-carboxylate FC=1C=C(C(=NC1)C1=NC=CN=C1)C1(CCN(CC1)C1CC2(CN(C2)C(=O)OCC)CC1)O